CN1CCN(CC1)CCNC1=NC(=NC(=N1)N)N (2-(4-methylpiperazin-1-yl)ethyl)-1,3,5-triazine-2,4,6-triamine